(+/-)-3-methylamphetamine HCl Cl.CC=1C=C(C[C@H](N)C)C=CC1 |r|